10-Oxo-11-octadecen-13-olide O=C1CCCCCCCCC(=O)OC(C=C1)CCCCC